C1=C(C=CC2=CC=CC=C12)C/C=C/C=O (E)-4-(naphthalen-2-yl)but-2-enal